5-(2-methoxyphenyl)nicotinic acid COC1=C(C=CC=C1)C=1C=NC=C(C(=O)O)C1